N1(CCC2=CC=CC=C12)C=1N=C(C(=NC1)N1CCC2(CC1)CC1=CC=CC=C1[C@H]2NC(OC(C)(C)C)=O)CO Tert-butyl N-[(3S)-1'-[5-(2,3-dihydro-1H-indol-1-yl)-3-(hydroxymethyl)pyrazin-2-yl]-1,3-dihydrospiro[indene-2,4'-piperidin]-3-yl]carbamate